C(C)OC(C(F)(F)C1=CC=C(C=C1)CCCCCCC(=O)O)=O 7-(4-(2-ethoxy-1,1-difluoro-2-oxoethyl)phenyl)heptanoic acid